(1,3-dimethyl-2-oxohexahydropyrimidin-5-yl)methyl 4-methylbenzenesulfonate CC1=CC=C(C=C1)S(=O)(=O)OCC1CN(C(N(C1)C)=O)C